NC1=CC=CC(=N1)S(=O)(=O)NC(=O)C=1C(=NC(=CC1)C1=C(C(=CC=C1)C)C)N1C(C[C@@H](C1)C)(C)C N-[(6-Amino-2-pyridyl)sulfonyl]-6-(2,3-dimethylphenyl)-2-[(4S)-2,2,4-trimethylpyrrolidin-1-yl]pyridin-3-carboxamid